[Cl-].FC1=C(C(=C(C(=C1C1=C2C=CC(C(=C3C=CC(=C(C=4C=CC(=C(C5=CC=C1N5)C5=C(C(=C(C(=C5F)F)F)F)F)N4)C4=C(C(=C(C(=C4F)F)F)F)F)N3)C3=C(C(=C(C(=C3F)F)F)F)F)=N2)F)F)F)F [tetrakis(pentafluorophenyl)]Porphyrin Chloride